ClC1=CC2=C(CC(C=3C(=C(C(NC23)=O)C(=O)O)O)(C)C(C)C)C=C1OCCCOC 9-chloro-4-hydroxy-5-isopropyl-8-(3-methoxypropoxy)-5-methyl-2-oxo-1,2,5,6-tetrahydrobenzo[h]quinoline-3-carboxylic acid